5-(1,5-naphthyridin-2-yl)-N-(oxetan-3-yl)pyrrolo[2,1-f][1,2,4]triazin-2-amine N1=C(C=CC2=NC=CC=C12)C=1C=CN2N=C(N=CC21)NC2COC2